B(O)(O)O.C(C)(C)OC(C(O)(C)C(C)(C)O)C1OC=CC=C1 isopropyl-oxypyryl-pinacol borate